FC1=CC=C(C=C1)C=1C=C2C(=NC=NC2=C(C1)OCC(=O)N[C@@H]1[C@@H](CCC1)C(=O)OCC)NCC=1N=NC(=CC1)C ethyl (1R,2S)-2-(2-((6-(4-fluorophenyl)-4-(((6-methylpyridazin-3-yl)methyl)amino)quinazolin-8-yl)oxy)acetamido)cyclopentane-1-carboxylate